(3S)-6-chloro-5-(3-chloro-6-methoxy-2-pyridinyl)-3-methyl-7-(trifluoromethyl)-1,3-dihydro-1,4-benzodiazepine-2-One ClC1=C(C=CC2=C1C(=N[C@H](C(N2)=O)C)C2=NC(=CC=C2Cl)OC)C(F)(F)F